C(#N)C1=NC(=CC=C1N1CCC(CC1)CC1=CC(=NC=N1)NC(=O)NCC)N1N=CC=C1 1-(6-((1-(2-cyano-6-(1H-pyrazol-1-yl)pyridin-3-yl)piperidin-4-yl)methyl)pyrimidin-4-yl)-3-ethylurea